FC(CN1C(=NC2=NC=C(C=C21)C2=CNC=1N=C(N=C(C12)OC([2H])([2H])[2H])NC1CCC(CC1)(O)C)C)F (1s,4s)-4-((5-(1-(2,2-difluoroethyl)-2-methyl-1H-imidazo[4,5-b]pyridin-6-yl)-4-(methoxy-d3)-7H-pyrrolo[2,3-d]pyrimidin-2-yl)amino)-1-methylcyclohexan-1-ol